BrC1=CC=C(C=C1)N(C1=CC=2C(C3=CC=CC=C3C2C=C1)(C)C)C1=CC=C(C=C1)C1=C(N(C2=CC=CC=C12)C)C1=CC=CC=C1 N-(4-bromophenyl)-9,9-dimethyl-N-(4-(1-methyl-2-phenyl-1H-indol-3-yl)phenyl)-9H-fluoren-2-amine